4-(3-((2-((4-(4-methylpiperazin-1-yl)-2-(2,2,2-trifluoroethyl)phenyl)amino)-5-(trifluoromethyl)pyrimidin-4-yl)amino)propyl)-1,4-oxazepan-5-one CN1CCN(CC1)C1=CC(=C(C=C1)NC1=NC=C(C(=N1)NCCCN1CCOCCC1=O)C(F)(F)F)CC(F)(F)F